OC[C@H]1C=2C[C@H](C(C2CCC1[C@]1(CC=2C=NNC2C[C@@H]1CO)C)(C)C)O (2R-4R-75S)-4-(hydroxymethyl)-5-((5R,6S)-6-(hydroxymethyl)-5-methyl-4,5,6,7-tetrahydro-1H-indazol-5-yl)-1,1-dimethyl-2,3,4,5,6,7-hexahydro-1H-inden-2-ol